1-methylcyclopentyl 4-chlorobutyrate ClCCCC(=O)OC1(CCCC1)C